12,12,13,13-tetradeuterio-6-(1,1-dideuterio-2,2,2-trifluoro-ethoxy)-1,5,11-triazatricyclo[7.4.0.02,7]trideca-2(7),3,5,8-tetraen-10-one [2H]C1(NC(C2=CC=3C(=NC=CC3N2C1([2H])[2H])OC(C(F)(F)F)([2H])[2H])=O)[2H]